N-[6-[5-[4-amino-2-(tert-butylsulfamoyl)phenyl]thiazol-2-yl]-5-methoxy-3-pyridinyl]carbamic acid isopropyl ester C(C)(C)OC(NC=1C=NC(=C(C1)OC)C=1SC(=CN1)C1=C(C=C(C=C1)N)S(NC(C)(C)C)(=O)=O)=O